[Si](C1=CC=CC=C1)(C1=CC=CC=C1)(C(C)(C)C)OC1CN(C(N(C1)C1=CC=C(C=C1)C1=C(C=CC(=C1)F)F)=O)C=1SC=C(N1)C 5-((tert-butyldiphenylsilyl)oxy)-1-(2',5'-difluoro-[1,1'-biphenyl]-4-yl)-3-(4-methylthiazol-2-yl)tetrahydropyrimidin-2(1H)-one